S1C(=CC=C1)C1=C(C(C(C1(F)F)(F)F)(F)F)C=1SC=CC1 1,2-bis(2-thienyl)perfluorocyclopentene